BrC=1CC(C=2CC3=CC=CC=C3C2C1)=O 3-Bromo-9H-fluorenone